tert-Butyl 3-methyl-3-(4-nitrophenoxy)carbonyloxy-pyrrolidine-1-carboxylate CC1(CN(CC1)C(=O)OC(C)(C)C)OC(=O)OC1=CC=C(C=C1)[N+](=O)[O-]